7-(4-bromo-3-chloro-benzoyl)-2-(4-methoxyphenyl)-3-oxo-N-[rac-(1S)-1-(4-methoxyphenyl)ethyl]-6,8-dihydro-5H-imidazo[1,5-a]pyrazine-1-carboxamide BrC1=C(C=C(C(=O)N2CC=3N(CC2)C(N(C3C(=O)N[C@@H](C)C3=CC=C(C=C3)OC)C3=CC=C(C=C3)OC)=O)C=C1)Cl |r|